N-[2-(hydroxymethyl)-4-[[3-(4-methoxyphenyl)imidazo[1,2-a]pyrazin-8-yl]amino]phenyl]acetamide OCC1=C(C=CC(=C1)NC=1C=2N(C=CN1)C(=CN2)C2=CC=C(C=C2)OC)NC(C)=O